C(C)(=O)C1=CC=C(N(C)C)C=C1 4-acetyl-N,N-dimethylaniline